2-hexyl-cyclobutanone C(CCCCC)C1C(CC1)=O